(S)-N-(1-(3-(2-aminoethoxy)-2-chlorophenyl)-1,4,5,7-tetrahydropyrano[3,4-c]pyrazol-4-yl)-5,6,7,8-tetrahydroimidazo[1,5-a]pyridine-1-carboxamide hydrochloride Cl.NCCOC=1C(=C(C=CC1)N1N=CC2=C1COC[C@H]2NC(=O)C=2N=CN1C2CCCC1)Cl